COC(C(CC)(C)NC(CC(=O)OC)=O)=O 2-(3-methoxy-3-oxopropionamido)-2-methylbutyric acid methyl ester